N1C(=CC2=CC=CC=C12)C(=O)N1CC=2N(CC1)N=CC2C(=O)N(C2(CC2)C=2N=COC2)C 5-(1H-indole-2-carbonyl)-N-methyl-N-[1-(1,3-oxazol-4-yl)cyclopropyl]-4H,5H,6H,7H-pyrazolo[1,5-a]pyrazine-3-carboxamide